C(C)C=1C=NN(C1)C1(CN(C1)C=1C=2N(C=CC1)N=C(N2)NC=2C=NN(C2)C)CC#N 2-(3-(4-ethyl-1H-pyrazol-1-yl)-1-(2-((1-methyl-1H-pyrazol-4-yl)amino)-[1,2,4]triazolo[1,5-a]pyridin-8-yl)azetidin-3-yl)acetonitrile